(S)-6-(4-chlorophenyl)-4-(2-(hydroxymethyl)pyrrolidine-1-carbonyl)-2-(1-methyl-1H-pyrazol-4-yl)pyridazin-3(2H)-one ClC1=CC=C(C=C1)C=1C=C(C(N(N1)C=1C=NN(C1)C)=O)C(=O)N1[C@@H](CCC1)CO